C(C1=CC=CC=C1)OCC1OC2(CC1)CCN(CC2)C2=CC=C(C=C2)[C@H]2[C@H](CCC1=CC(=CC=C21)OC(C)(C)C)C2=CC=CC=C2 2-((benzyloxy)methyl)-8-(4-((1R,2S)-6-(tert-butoxy)-2-phenyl-1,2,3,4-tetrahydronaphthalen-1-yl)phenyl)-1-oxa-8-azaspiro[4.5]decane